4-((5-chloro-7-(2-((3-isopropyl-2,6-dioxo-5-(trifluoromethyl)-3,6-dihydropyrimidin-1(2H)-yl)methyl)thieno[3,2-b]pyridin-7-yl)-1H-indol-1-yl)methyl)piperidine-4-carbonitrile ClC=1C=C2C=CN(C2=C(C1)C1=C2C(=NC=C1)C=C(S2)CN2C(N(C=C(C2=O)C(F)(F)F)C(C)C)=O)CC2(CCNCC2)C#N